N1=C(C=NC=C1)C(=O)N pyrazinecarboxamide